6-bromo-4-(hydroxymethyl)-3,3-dimethylindolin-2-one BrC1=CC(=C2C(C(NC2=C1)=O)(C)C)CO